N4-(1-isopropylpiperidine-4-yl)-6-methoxy-N2,N2-dimethylquinazoline-2,4-diamine C(C)(C)N1CCC(CC1)NC1=NC(=NC2=CC=C(C=C12)OC)N(C)C